BrC1=C(N=C(C(=N1)C(=O)OCC)N1CCC2([C@@H]([C@@H](OC2)C)NC(=O)OC(C)(C)C)CC1)C ethyl 6-bromo-3-((3S,4S)-4-(tert-butoxycarbonylamino)-3-methyl-2-oxa-8-azaspiro[4.5]dec-8-yl)-5-methylpyrazine-2-carboxylate